O[C@@H]([C@H](CO[C@@H]1[C@@H]([C@H]([C@H]([C@H](C1)COC)O)O)O)NC(CCCCCCCC1=CC=CC=C1)=O)[C@@H](CCCCCCCCCCCCCC)O N-((2S,3S,4R)-3,4-dihydroxy-1-{[(1S,2R,3S,4S,5R)-2,3,4-trihydroxy-5-(Methoxymethyl)cyclohexyl]oxy}octadecane-2-yl)-8-phenyloctaneamide